C(C)N(C(CCC(=O)O)=O)CC N,N-diethyl-succinamic acid